C(C)(C)C=1N=C2N(C(=CC=C2)NCC2(CCN(CC2)C(=O)NC)C2=CC=CC=C2)C1 4-(((2-isopropylimidazo[1,2-a]pyridin-5-yl)amino)methyl)-N-methyl-4-phenylpiperidine-1-carboxamide